6-chloro-N-(ethyl-1,1-d2)-4-methyl-4-phenyl-4H-3,1-benzoxazin-2-amine ClC=1C=CC2=C(C(OC(=N2)NC(C)([2H])[2H])(C2=CC=CC=C2)C)C1